ClC(OC1=CC=C(C=C1)NC(=O)C=1C=C2CCN(C2=C(C1)C1=CC=NN1)C1CC(C1)CCl)(F)F N-(4-(chlorodifluoromethoxy)phenyl)-1-(3-(chloromethyl)cyclobutyl)-7-(1H-pyrazol-5-yl)indoline-5-carboxamide